CNCCCCCC (2r,3r,4r,5s)-6-(methylamino)hexane